ClC=1C=C(C=CC1OCC1=NC=CN=C1)NC1=NC=NC2=CC=C(C=C12)[C@H]1CNCCC1 N-[3-chloro-4-(pyrazin-2-ylmethoxy)phenyl]-6-[(3S)-3-piperidyl]quinazolin-4-amine